N1(N=NN=C1)C1=CC=C(C=C1)C=1C(NC2=CC=C(C=C2C1)C1=CC=C(C=C1)N1CCN(CC1)C(C)C)=O 3-(4-(1H-tetrazol-1-yl)phenyl)-6-(4-(4-isopropylpiperazin-1-yl)phenyl)quinolin-2(1H)-one